1-[(2,3-dimethoxyphenyl)carbonyl]piperidin COC1=C(C=CC=C1OC)C(=O)N1CCCCC1